ClC=1C(N(N=CC1Cl)C1OCCN1)=O 4,5-dichloro-2-(oxazolidin-2-yl)-2,3-dihydropyridazin-3-one